7-Fluoro-1-{2-[6-(1H-indol-5-yl)-pyrimidin-4-ylamino]-ethyl}-4-methoxy-1H-indole-2-carbonitrile FC=1C=CC(=C2C=C(N(C12)CCNC1=NC=NC(=C1)C=1C=C2C=CNC2=CC1)C#N)OC